7'-(4-iodo-1-methyl-1H-pyrazol-5-yl)-6'-methyl-3',4'-dihydrospiro[cyclopropane-1,2'-pyrido[3,2-b][1,4]oxazine]-8'-carbonitrile IC=1C=NN(C1C1=C(C=2OC3(CNC2N=C1C)CC3)C#N)C